FC=1C=C(C=C(C1)F)[C@@H]1CC[C@H]2OC3(C(N21)=O)CCN(CC3)C(=O)C3=NC(=CN=C3)C (5'S,7a'R)-5'-(3,5-difluorophenyl)-1-(6-methylpyrazine-2-carbonyl)tetrahydro-3'H-spiro[piperidine-4,2'-pyrrolo[2,1-b]-[1,3]oxazol]-3'-one